N-((1S,3R)-3-((4-bromo-2-(methylcarbamoyl)-6-nitrophenyl)amino)cyclohexyl)-6-fluoro-2-oxo-1,2-dihydroquinoline-4-carboxamide BrC1=CC(=C(C(=C1)[N+](=O)[O-])N[C@H]1C[C@H](CCC1)NC(=O)C1=CC(NC2=CC=C(C=C12)F)=O)C(NC)=O